3-fluoro-5-[2-(5,6,7,8-tetrahydro-[1,2,4]triazolo[4,3-a]pyrazin-3-yl)ethynyl]benzonitrile FC=1C=C(C#N)C=C(C1)C#CC1=NN=C2N1CCNC2